N-[1-(4-fluorophenyl)ethyl]-6-methyl-4-[(1-methylcyclopropyl)amino]furo[2,3-d]pyrimidine-5-carboxamide FC1=CC=C(C=C1)C(C)NC(=O)C1=C(OC=2N=CN=C(C21)NC2(CC2)C)C